(4R,5R)-4,5-diphenyl-2-(8-phenylimidazo[1,2-a]pyridin-2-yl)-4,5-dihydrooxazole C1(=CC=CC=C1)[C@H]1N=C(O[C@@H]1C1=CC=CC=C1)C=1N=C2N(C=CC=C2C2=CC=CC=C2)C1